4-(5-chloro-2-(1-methyl-1H-pyrazol-4-yl)-3H-imidazo[4,5-b]pyridin-7-yl)morpholine ClC1=CC(=C2C(=N1)NC(=N2)C=2C=NN(C2)C)N2CCOCC2